C(CCC)NP(N)(N)=S N-butyl-thiophosphoric acid triamide